sarcosine (phosphate) P(=O)(O)(O)O.N(C)CC(=O)O